[C@H](C)(CC)[C@@H]1N=C(C2=C(N(C1=O)CC(=O)NS(=O)(=O)C=1SC(=CC1)Cl)C=CC(=C2)Cl)C2=CC=CC=C2 2-((S)-3-((S)-sec-butyl)-7-chloro-2-oxo-5-phenyl-2,3-dihydro-1H-benzo[e][1,4]diazepin-1-yl)-N-((5-chlorothien-2-yl)sulfonyl)acetamide